N1=CN=C2N1C1=CC=C(C=C1C=C2)[C@@](C(=O)OC(C)C)(CC(C)(C)C)N isopropyl (R)-2-([1,2,4]triazolo[1,5-a]quinolin-7-yl)-2-amino-4,4-dimethylpentanoate